2-{3-[(3S,5R)-3-methyl-5-(propan-2-yl)piperazin-1-yl]-1,2,4-triazin-6-yl}-5-(1H-pyrazol-4-yl)phenol C[C@H]1CN(C[C@H](N1)C(C)C)C=1N=NC(=CN1)C1=C(C=C(C=C1)C=1C=NNC1)O